NC=1C=CC(=NC1)C(=O)C1(CC(C1)(F)F)C1=CC=C(C=C1)F (5-Aminopyridin-2-yl)(1-(4-fluorophenyl)-3,3-difluorocyclobutyl)methanone